[Al].C(C)(C)O isopropyl alcohol Aluminium